6-(benzyloxy)-N1-methylbenzene-1,2-diamine C(C1=CC=CC=C1)OC=1C=CC=C(C1NC)N